BrC1=CC(=C(C=C1)C1=NN2C(=NC=3C=CC=CC3C2=N1)NC=1C(N=CC=CC1)=O)OC(F)(F)F (3S)-3-({2-[4-bromo-2-(trifluoromethoxy)phenyl][1,2,4]triazolo[1,5-c]quinazolin-5-yl}amino)azepin-2-one